2-chloro-6-[8-ethyl-7-fluoro-3-(methoxymethoxy)-1-naphthyl]-4-(1,4-oxazepan-4-yl)-7H-pyrrolo[3,4-d]pyrimidin-5-one ClC=1N=C(C2=C(N1)CN(C2=O)C2=CC(=CC1=CC=C(C(=C21)CC)F)OCOC)N2CCOCCC2